4-chloro-2-(2,2-dimethyl-2,5-dihydro-1H-pyrrol-3-yl)thieno[2,3-b]pyridine ClC1=C2C(=NC=C1)SC(=C2)C=2C(NCC2)(C)C